ClC=1C(=NN(C1C)C=1C=C(C(=O)N(C2=CC3=C(N=C(S3)C)C=C2)C)C=CC1)C(F)(F)F 3-[4-Chloro-5-methyl-3-(trifluoromethyl)pyrazol-1-yl]-N-methyl-N-(2-methyl-1,3-benzothiazol-6-yl)benzamide